BrC1=C(C=C(C(=C1)OCCCCCCCC)OCCCCCCCC)Br 1,2-dibromo-4,5-bis-octyloxybenzene